CC1=C(C(=CC=C1)C)C=1C(=NC=CC1)N1CCN(CC1)C1CC2(CN(C2)C(=O)OC(C)(C)C)CC1 tert-butyl 6-[4-[3-(2,6-dimethylphenyl)-2-pyridyl]piperazin-1-yl]-2-azaspiro[3.4]octane-2-carboxylate